(±)-2-cyclopropyl-4-[3-[(4,5-dichloro-1-methyl-indole-2-carbonyl)amino]-tetrahydrofuran-3-yl]benzoic acid C1(CC1)C1=C(C(=O)O)C=CC(=C1)[C@]1(COCC1)NC(=O)C=1N(C2=CC=C(C(=C2C1)Cl)Cl)C |r|